3-(1-methyl-6-(4-(piperidin-4-yl)butoxy)-1H-indazol-3-yl)piperidine-2,6-dione hydrochloride Cl.CN1N=C(C2=CC=C(C=C12)OCCCCC1CCNCC1)C1C(NC(CC1)=O)=O